tert-butyl 1-(((tert-butyldimethylsilyl)oxy)methyl)-4-((4-(trifluoromethoxy)phenyl) ethynyl)-7-azabicyclo[2.2.1]heptane-7-carboxylate [Si](C)(C)(C(C)(C)C)OCC12CCC(CC1)(N2C(=O)OC(C)(C)C)C#CC2=CC=C(C=C2)OC(F)(F)F